8-((3-((tert-Butoxycarbonyl)amino)-2-methylpropyl)amino)octanoic acid heptadec-9-yl ester CCCCCCCCC(CCCCCCCC)OC(CCCCCCCNCC(CNC(=O)OC(C)(C)C)C)=O